2-chloro-5-methyl-4-phenyl-4,7-dihydrothieno[2,3-c]pyridin ClC1=CC2=C(CN=C(C2C2=CC=CC=C2)C)S1